FC(CN1N=C(C=C1)C=1SC=C(N1)NC(OC(C)(C)C)=O)(F)F tert-butyl N-[2-[1-(2,2,2-trifluoroethyl)pyrazol-3-yl]thiazol-4-yl]carbamate